calcium tetracosanate C(CCCCCCCCCCCCCCCCCCCCCCC)(=O)[O-].[Ca+2].C(CCCCCCCCCCCCCCCCCCCCCCC)(=O)[O-]